C(C)(C)(C)OC(=O)N1CC=2C(C[C@H]1C)=NNC2C(=O)N2C=NC=C2 (R)-3-(1H-imidazole-1-carbonyl)-6-methyl-2,4,6,7-tetrahydro-5H-pyrazolo[4,3-c]pyridine-5-carboxylic acid tert-butyl ester